(S)-2-((2-amino-6-(2-methoxy-4-((4-methylpiperazin-1-yl)methyl)benzyl)-5-oxo-5,6-dihydropyrido[4,3-d]pyrimidin-4-yl)amino)pentyl 2,2-dimethylbutanoate CC(C(=O)OC[C@H](CCC)NC=1C2=C(N=C(N1)N)C=CN(C2=O)CC2=C(C=C(C=C2)CN2CCN(CC2)C)OC)(CC)C